5-[(2-fluorophenyl)methoxy]-N-[1-(hydroxymethyl)cyclobutyl]-2-methyl-2H-indazole-3-carboxamide FC1=C(C=CC=C1)COC1=CC2=C(N(N=C2C=C1)C)C(=O)NC1(CCC1)CO